Pyrido[3,2-d]Pyrimidin-4-amine N1=CN=C(C2=C1C=CC=N2)N